COC(=O)C1CN(CCC1=O)C(=O)OC(C)(C)C 4-oxopiperidine-1,3-dicarboxylic acid-1-tert-butyl ester 3-methyl ester